BrCCOP(=O)(O)O.FC1=C(CNC2=NC(=NC=C2C(=O)N)NC=2C=NN(C2)C)C=CC(=C1)Cl 4-((2-fluoro-4-chlorobenzyl)amino)-2-((1-methyl-1H-pyrazol-4-yl)amino)pyrimidin-5-carboxamide Mono-β-bromoethyl-phosphate